SC(C)(C)[C@H]1C(C[C@@H](CC1)C)=O (2R,5R)-2-(2-mercaptopropan-2-yl)-5-methylcyclohexan-1-one